C(C1=CC=CC=C1)N1CC(CC(C1)C=1C=NN(C1)C1=CC=C(C=C1)OC)OC1=CC=C(N)C=C1 4-((1-benzyl-5-(1-(4-methoxyphenyl)-1H-pyrazol-4-yl)piperidin-3-yl)oxy)aniline